CC1=CC=C(COC2=CC=C(C=C2)[N+](=O)[O-])C=C1 4-methylbenzyloxy-4-nitrobenzene